4-(aminomethyl)-6-(5-(trifluoromethyl)pyridin-3-yl)phthalazin-1(2H)-one NCC1=NNC(C2=CC=C(C=C12)C=1C=NC=C(C1)C(F)(F)F)=O